3-hydroxy-4-(5-hydroxy-7-methoxy-4-oxo-4H-chromen-2-yl)phenolate OC=1C=C(C=CC1C=1OC2=CC(=CC(=C2C(C1)=O)O)OC)[O-]